FC1=C(C=CC(=C1)C1=C2C(=NC=C1)NC=C2F)C2([C@H](CNC[C@H]2C)C)O (3S,4s,5R)-4-(2-fluoro-4-(3-fluoro-1H-pyrrolo[2,3-b]pyridin-4-yl)phenyl)-3,5-dimethyl-piperidin-4-ol